BrC=1C=C(CN2[C@H](COCC2)C(=O)NC2(CC2)C2=CC=C(C(=O)OC)C=C2)C=CC1O methyl (R)-4-(1-(4-(3-bromo-4-hydroxybenzyl) morpholine-3-carboxamido)cyclopropyl)benzoate